NC1=NC(=CC2=C1N=C(N2C)CCCO)C=2SC(=CC2)C2=CC=CC=C2 3-(4-amino-1-methyl-6-(5-phenylthiophen-2-yl)-1H-imidazo[4,5-c]pyridin-2-yl)propan-1-ol